OC(=O)C(F)(F)F.C(#N)C=1C=C(C=CC1)C1=NN=C(O1)C(=O)N[C@H]1CN[C@@H](C1)COC 5-(3-Cyanophenyl)-N-((3R,5S)-5-(methoxymethyl)pyrrolidin-3-yl)-1,3,4-oxadiazole-2-carboxamide TFA salt